C1(=CC(=CC(=C1)C1=NC2=C(N1C1=CC=CC=C1)C=CC=C2)C2=NC1=C(N2C2=CC=CC=C2)C=CC=C1)C1=NC2=C(N1C1=CC=CC=C1)C=CC=C2 2,2',2''-(1,3,5-benzenetriyl)Tris(1-phenyl-1H-benzoimidazole)